OC1(CCCCC1)C1=C(C=CC=C1)C(=O)C1=C(C=CC=C1)C1(CCCCC1)O 1-Hydroxy-Cyclohexyl-Phenylketon